4-(2,2-difluoroethoxy)picolinic acid FC(COC1=CC(=NC=C1)C(=O)O)F